BrC1=C2C(=NC(=C1)CBr)CCC2 4-bromo-2-(bromomethyl)-6,7-dihydro-5H-cyclopenta[b]Pyridine